C(C=C)[C@]1([C@H](N(CC1=O)C(=O)OCC1=CC=CC=C1)C(=O)OC)C (2S,3S,4S)-1-benzyl 2-methyl 3-allyl-3-methyl-4-oxopyrrolidine-1,2-dicarboxylate